ClC1=CC(=C(COC2=CC=CC(=N2)C2CCN(CC2)CC2=NC3=C(N2C)C=CC=C3OCCC)C=C1)F 2-((4-(6-((4-chloro-2-fluorobenzyl)oxy)pyridin-2-yl)piperidin-1-yl)methyl)-1-methyl-4-propoxy-1H-benzo[d]imidazole